3,3-dicyano-2-methylacrylate C(#N)C(=C(C(=O)[O-])C)C#N